2-(benzo[d]oxazol-2-yl)-5-(benzyloxy)-6-methoxy-1,2,3,4-tetrahydroisoquinoline-3-carboxylic acid ethyl ester C(C)OC(=O)C1N(CC2=CC=C(C(=C2C1)OCC1=CC=CC=C1)OC)C=1OC2=C(N1)C=CC=C2